2-(4-trimethylsilylphenyl)-1-indanone C[Si](C1=CC=C(C=C1)C1C(C2=CC=CC=C2C1)=O)(C)C